2-[2-(4-cyanophenyl)-4-(trifluoromethyl)imidazol-1-yl]propanoic acid C(#N)C1=CC=C(C=C1)C=1N(C=C(N1)C(F)(F)F)C(C(=O)O)C